C1(CC1)C1=CC(=C(C(=C1)C)N1N=C2N=C(NC(C2=C1)=O)C=1N=CN(C1)C)C (4-cyclopropyl-2,6-dimethylphenyl)-6-(1-methyl-1H-imidazol-4-yl)-2,5-dihydro-4H-pyrazolo[3,4-d]pyrimidin-4-one